N,N-diethyl-aniline hydrochloride Cl.C(C)N(C1=CC=CC=C1)CC